COCC12OCC(C1)(C2)NC2=CC=CC(=N2)C2=NC1=CC(=NC=C1C=C2)CNC(C2=CN=CC(=C2)S(=O)(=O)C)=O N-((2-(6-((1-(methoxymethyl)-2-oxabicyclo[2.1.1]hexan-4-yl)amino)pyridin-2-yl)-1,6-naphthyridin-7-yl)methyl)-5-(methylsulfonyl)nicotinamide